C(C)(C)(C)OC(=O)N1CC(CC1)COC 3-methoxymethyl-pyrrolidine-1-carboxylic acid tert-butyl ester